CC1=NC=CC(=C1)NC1=CC=C(C=C1)NC(C1=CN=C(C=C1)NC1=CC=NC2=CC=C(C=C12)N1CCCC1)=O N-(4-(2-methylpyridin-4-ylamino)phenyl)-6-(6-(pyrrolidin-1-yl)quinolin-4-ylamino)nicotinamide